(E)-2-(2-((5-cyclopentyl-4-oxo-4,5,6,7-tetrahydro-2H-pyrazolo[4,3-c]pyridin-2-yl)methyl)-3-fluoroallyl)isoindolin-1,3-dione C1(CCCC1)N1C(C=2C(CC1)=NN(C2)C\C(\CN2C(C1=CC=CC=C1C2=O)=O)=C\F)=O